FC1=C(N)C(=CC(=C1)C#CC1=CC2=C(S1)C=C(S2)C2=CC=C(C=C2)CCC)C 2-fluoro-6-methyl-4-{[5-(4-propylphenyl)thieno[3,2-b]thiophen-2-yl]ethynyl}aniline